N1(CCCC1)CCOC1=CC=C(C=C1)C1=CC=C2C(=NNC2=C1)NC1CCNCC1 6-(4-(2-(pyrrolidin-1-yl)ethoxy)phenyl)-N-(piperidin-4-yl)-1H-indazol-3-amine